5-(4-(2-(4-(3-(4-chloro-3-cyclopropyl-1H-pyrrolo[2,3-b]pyridin-5-yl)phenyl)-3-oxopiperazin-1-yl)propoxy)piperidin-1-yl)-2-(2,6-dioxopiperidin-3-yl)-6-fluoroisoindoline-1,3-dione ClC1=C2C(=NC=C1C=1C=C(C=CC1)N1C(CN(CC1)C(COC1CCN(CC1)C=1C=C3C(N(C(C3=CC1F)=O)C1C(NC(CC1)=O)=O)=O)C)=O)NC=C2C2CC2